(S)-2-(tert-butoxy)-2-(4-(4-chlorophenyl)-2,3,6-trimethyl-1-((1-methyl-1H-pyrazol-4-yl)methyl)-1H-pyrrolo[2,3-b]pyridin-5-yl)-N-methylacetamide C(C)(C)(C)O[C@H](C(=O)NC)C=1C(=C2C(=NC1C)N(C(=C2C)C)CC=2C=NN(C2)C)C2=CC=C(C=C2)Cl